N1C=CC2=CC=C(C=C12)C(=O)[O-] 1H-Indole-6-carboxylate